(S)-(3-(1',2'-dihydrospiro[cyclopropane-1,3'-pyrrolo[2,3-b]pyridin]-5'-yl)-2-fluorophenyl)(2-(1-methyl-1H-pyrazol-4-yl)pyrrolidin-1-yl)methanone N1CC2(C=3C1=NC=C(C3)C=3C(=C(C=CC3)C(=O)N3[C@@H](CCC3)C=3C=NN(C3)C)F)CC2